(5'S)-3-{[5-(2-fluoroethoxy)pyridin-3-yl]methoxy}-5'-(pyrazin-2-yl)tetrahydro-3'H-spiro[cyclobutane-1,2'-pyrrolo[2,1-b][1,3]oxazol]-3'-one FCCOC=1C=C(C=NC1)COC1CC2(C(N3C(O2)CC[C@H]3C3=NC=CN=C3)=O)C1